C(C)(C)(C)C1=C(C(=CC(=C1)C)CC1=C(C(=CC(=C1)C)C(C)(C)C)O)OC(C1=CC=C(C(=O)OC2=C(C=C(C=C2CC2=C(C(=CC(=C2)C)C(C)(C)C)O)C)C(C)(C)C)C=C1)=O bis[2-tert-butyl-4-methyl-6-(2-hydroxy-3-tert-butyl-5-methylbenzyl)phenyl]terephthalate